N-(6-(1-Methyl-1H-imidazol-5-yl)isoquinolin-3-yl)-2-(pyrrolidin-1-yl)Isonicotinamide CN1C=NC=C1C=1C=C2C=C(N=CC2=CC1)NC(C1=CC(=NC=C1)N1CCCC1)=O